BrC1=CC=C(C=C1)[C@H]1[C@@](C1)(N)CCC1=CC=CC=C1 trans-2-(4-bromophenyl)-1-phenethyl-cyclopropanamine